BrC1=CN=C(N1C)C(=O)NC1=CC(=C(C(=O)OC)C=C1)Cl methyl 4-[(5-bromo-1-methyl-imidazole-2-carbonyl) amino]-2-chloro-benzoate